(((2-(difluoromethyl)phenyl)sulfonyl)methyl)piperidine-1-carboxylic acid tert-butyl ester C(C)(C)(C)OC(=O)N1C(CCCC1)CS(=O)(=O)C1=C(C=CC=C1)C(F)F